3-chloropropanamide ClCCC(=O)N